(Z)-7-(2-cyano-3-methoxy-3-oxoprop-1-enyl)-1H-indole-1-carboxylic acid tert-butyl ester C(C)(C)(C)OC(=O)N1C=CC2=CC=CC(=C12)\C=C(/C(=O)OC)\C#N